[Br-].C(C1=CC=CC=C1)[N+](CC(=O)NC1=C(C=CC=C1C)C)(C)C N-benzyl-2-((2,6-dimethylphenyl)amino)-N,N-dimethyl-2-oxoethan-1-aminium bromide